[N+](=O)([O-])C1=CC=[N+](C2=CC=CC=C12)[O-] L-4-nitroquinoline-1-oxide